FC1=CC=C(C=C1)C=1N=CN(C1C1=CC(=NC=C1)NC)CC(=O)N1CCNCC1 2-[4-(4-fluorophenyl)-5-[2-(methylamino)pyridin-4-yl]-1H-imidazol-1-yl]-1-(piperazin-1-yl)ethan-1-one